C(C1=CC=CC=C1)N1C(N(C(C1C(=O)[O-])C(=O)[O-])CC1=CC=CC=C1)=O 1,3-dibenzyl-2-oxoimidazoline-4,5-dicarboxylate